ClC=1C=CC=2C(C3=C(N(C2N1)CC1=CC=C(C=C1)Cl)N=CN3CC)=O 6-chloro-4-(4-chlorobenzyl)-1-ethyl-1,4-dihydro-9H-imidazo[4,5-B][1,8]naphthyridin-9-one